FC=1C=C(C=CC1)C1=NC(=NS1)[C@H]1[C@@H](C1)C1=CC=C(C=C1)S(=O)(=O)N 4-{(1R,2R)-2-[5-(3-fluorophenyl)-1,2,4-thiadiazol-3-yl]cyclopropyl}benzenesulfonamide